4-(4-methoxybenzyl)-[1,2,5]oxadiazolo[3,4-c]pyridine-4,7-diamine COC1=CC=C(CC2(N=CC(=C3C2=NON3)N)N)C=C1